[C@@H]12OC[C@@](CC1)(C2)C=2N=C1N(C=C(C(=C1)OC(C)C)C(=O)NC1=NN(C=C1)C)C2 2-((1R,4S)-2-oxabicyclo[2.2.1]hept-4-yl)-7-isopropoxy-N-(1-methyl-1H-pyrazol-3-yl)imidazo[1,2-a]pyridine-6-carboxamide